N-Fmoc-2-(4-aminophenyl)ethanol C(=O)(OCC1C2=CC=CC=C2C2=CC=CC=C12)NC1=CC=C(C=C1)CCO